ClC1=CC(=C(C=C1)C1=CC(=NC(=C1)OCC)NC(C=1C(N(C=C(C1)CNC[C@H]1OCCC1)C1CC1)=O)=O)C(=O)N1CC(C1)(F)F N-(4-{4-chloro-2-[(3,3-difluoro-1-azetidinyl)carbonyl]phenyl}-6-ethoxy-2-pyridyl)-5-[({[(S)-tetrahydro-2-furyl]methyl}amino)methyl]-1-cyclopropyl-2-oxo-1,2-dihydronicotinamide